N-3-nitrophenyl-itaconamide tert-butyl-3-fluoro-3-((4-(6-isopropoxy-1-oxo-5-(pyrazolo[1,5-a]pyrimidine-3-carboxamido)isoindolin-2-yl)piperidin-1-yl)methyl)azetidine-1-carboxylate C(C)(C)(C)OC(=O)N1CC(C1)(CN1CCC(CC1)N1C(C2=CC(=C(C=C2C1)NC(=O)C=1C=NN2C1N=CC=C2)OC(C)C)=O)F.[N+](=O)([O-])C=2C=C(C=CC2)NC(C(=C)CC(=O)N)=O